2,6-Difluoro-3-(3-methyl-5-(2,2,6,6-tetramethylmorpholino)-1H-pyrazolo[4,3-d]pyrimidin-1-yl)-5-(trifluoromethyl)phenol FC1=C(C(=C(C=C1N1N=C(C=2N=C(N=CC21)N2CC(OC(C2)(C)C)(C)C)C)C(F)(F)F)F)O